ClC=1C2=C(N=CN1)SC(=N2)NC=2C=C(C=CC2)C2=CC(=NO2)[C@@]2(C(N(CC2)C)=O)O (S)-3-(5-(3-((7-Chlorothiazolo[5,4-d]pyrimidin-2-yl)amino)phenyl)isoxazol-3-yl)-3-hydroxy-1-methylpyrrolidin-2-one